BrC1=CC(=CC(=N1)C1(COCC1)O)Cl 3-(6-bromo-4-chloropyridin-2-yl)oxolan-3-ol